CCC(C(CC(CC)=O)=O)C L-1,2-dimethyl-3,5-heptanedione